FC1=C2N(C(C(=C1)NC1=NC=NC=C1)=O)C(NC2=O)(C)C 8-fluoro-3,3-dimethyl-6-(pyrimidin-4-ylamino)-2H-imidazo[1,5-a]pyridine-1,5-dione